COC1CN(C1)CC=O 2-(3-methoxyazetidin-1-yl)ethan-1-one